N-hydroxy-4-{[5-(3-methyl-4-oxo-3,4-dihydroquinazolin-6-yl)-3-(2-methoxyphenyl)-1H-pyrazol-1-yl]methyl}benzamide ONC(C1=CC=C(C=C1)CN1N=C(C=C1C=1C=C2C(N(C=NC2=CC1)C)=O)C1=C(C=CC=C1)OC)=O